C(CCCCCCCCCCCCCCCCCCCCCCCCCCC)(=O)[O-].[Ca+2].C(CCCCCCCCCCCCCCCCCCCCCCCCCCC)(=O)[O-] Calcium montanat